O[C@H]1[C@H](O[C@@]2([C@@H](CCO2)NC(=O)C2CCCC2)[C@@H]([C@H]1N1N=NC(=C1)C1=CC(=C(C(=C1)F)F)F)O)CO N-((4R,5S,7R,8R,9S,10R)-8,10-dihydroxy-7-(hydroxymethyl)-9-(4-(3,4,5-trifluorophenyl)-1H-1,2,3-triazol-1-yl)-1,6-dioxaspiro[4.5]dec-4-yl)cyclopentanecarboxamide